4-{[tert-Butyl(dimethyl)silyl]oxy}-7-chloro-1,3,4,5-tetrahydro-2H-1-benzazepin-2-thion [Si](C)(C)(C(C)(C)C)OC1CC(NC2=C(C1)C=C(C=C2)Cl)=S